4'H-spiro[bicyclo[3.2.1]octane-3,5'-isoxazol] O1N=CCC12CC1CCC(C2)C1